C1(=CC=CC=C1)C1SC(C(N1)C(=O)O)C(=O)O 2-phenyl-4,5-thiazolidinedicarboxylic acid